ClC1=C(C=CC(=N1)C(=O)NC([2H])([2H])[2H])N1CCN(CC1)CC=1C(=C2NC(C(=NC2=CC1)CC)=O)F 6-chloro-5-(4-((2-ethyl-5-fluoro-3-oxo-4H-quinoxalin-6-yl)methyl)piperazin-1-yl)-N-(methyl-d3)pyridine-2-carboxamide